8-bromo-6-chloroimidazo[1,2-a]pyrazine BrC=1C=2N(C=C(N1)Cl)C=CN2